NC1=NC=CC(=C1Cl)OC1=CC(=C(C=C1F)NC(=O)C=1C=NN(C1C(F)(F)F)C1=NC=CC=C1F)F N-(4-((2-amino-3-chloropyridin-4-yl)oxy)-2,5-difluorophenyl)-1-(3-fluoropyridin-2-yl)-5-(Trifluoromethyl)-1H-pyrazole-4-carboxamide